oxalyl-dihexylenediamine Nickel-Chromium [Cr].[Ni].C(C(=O)CCCCCCN)(=O)CCCCCCN